2-(4-tert-butoxybutoxy)-2-methyl-propane C(C)(C)(C)OCCCCOC(C)(C)C